CC1(C(C1C(=O)OC)C(=O)OC)C(=O)OCC 1-ethyl 2,3-dimethyl 1-methylcyclopropane-1,2,3-tricarboxylate